1-(3-chloropyridin-2-yl)-5-hydroxy-3-((5-(trifluoromethyl)-2H-tetrazol-2-yl)methyl)-4,5-dihydro-1H-pyrazole-5-carboxylic acid ethyl ester C(C)OC(=O)C1(CC(=NN1C1=NC=CC=C1Cl)CN1N=C(N=N1)C(F)(F)F)O